N-(2-chloro-3-(1-hydroxy-2,3-dihydro-1H-inden-4-yl)phenyl)-5-isopropyl-1-methyl-4,5,6,7-tetrahydro-1H-imidazo[4,5-c]pyridine-2-carboxamide ClC1=C(C=CC=C1C1=C2CCC(C2=CC=C1)O)NC(=O)C=1N(C2=C(CN(CC2)C(C)C)N1)C